1-(4-((3-CHLORO-1H-PYRROLO[2,3-B]PYRIDIN-4-YL)OXY)-2-FLUOROPHENYL)-3-(4-((1-ETHYLPIPERIDIN-4-YL)OXY)-3-(TRIFLUOROMETHYL)PHENYL)UREA ClC1=CNC2=NC=CC(=C21)OC2=CC(=C(C=C2)NC(=O)NC2=CC(=C(C=C2)OC2CCN(CC2)CC)C(F)(F)F)F